C(C1=CC=CC=C1)N1N=C(N=C1)C(=O)N[C@H]1C(N(C=2N(CC1)N=C(C2)[C@@H]2C(C2)(F)F)C)=O |r| 1-Benzyl-N-[rac-(6R)-4-methyl-5-oxo-2-[rac-(1R)-2,2-difluorocyclopropyl]-7,8-dihydro-6H-pyrazolo[1,5-a][1,3]diazepin-6-yl]-1,2,4-triazol-3-carboxamid